3-Chloro-5-[(7S)-2,7-dimethyl-6-[1-(2-oxo-1H-pyridin-3-yl)-1,2,4-triazole-3-carbonyl]-5,7-dihydro-4H-pyrazolo[3,4-c]pyridin-3-yl]benzenesulfonamide ClC=1C=C(C=C(C1)C=1N(N=C2[C@@H](N(CCC21)C(=O)C2=NN(C=N2)C=2C(NC=CC2)=O)C)C)S(=O)(=O)N